4-(3-phenoxyphenoxy)aniline O(C1=CC=CC=C1)C=1C=C(OC2=CC=C(N)C=C2)C=CC1